4-(1-cyclopropyl-3-(2-fluoro-4-(trifluoromethoxy)benzyl)ureido)-9-oxa-2-azaspiro[5.5]undecane-2-carboxamide C1(CC1)N(C(=O)NCC1=C(C=C(C=C1)OC(F)(F)F)F)C1CN(CC2(C1)CCOCC2)C(=O)N